1,3-dioxoisoindolin-2-yl-2-methyl-4-phenylbutyrate O=C1N(C(C2=CC=CC=C12)=O)C(C(=O)[O-])(CCC1=CC=CC=C1)C